BrC1=CC=CC(=N1)S(=O)(=O)N 6-bromopyridine-2-sulfonamide